ethyl 7-(tert-butyl)-5,6,7,8-tetrahydrothiazolo[5,4-b]quinoline-2-carboxylate C(C)(C)(C)C1CC=2C=C3C(=NC2CC1)SC(=N3)C(=O)OCC